4-Bromo-3-hydroxy-1H-1,5-naphthyridin-2-one BrC1=C(C(NC2=CC=CN=C12)=O)O